ClC=1C(=C(C=CC1)CC1N(CC(C1(O)O)(F)F)C(=O)OC(C)(C)C)F tert-butyl 2-[(3-chloro-2-fluorophenyl)methyl]-4,4-difluoro-3,3-dihydroxypyrrolidine-1-carboxylate